OCCOC=1C=C(C=CC1OC)C=1C=CN=C2C=CC=NC12 8-(3-(2-hydroxyethoxy)-4-methoxyphenyl)-1,5-naphthyridin